4-(4-(1H-indol-3-yl)thiophen-2-yl)-4-oxobutanoic acid (5,6,7,8-tetrahydronaphthalen-2-yl) ester C1=C(C=CC=2CCCCC12)OC(CCC(=O)C=1SC=C(C1)C1=CNC2=CC=CC=C12)=O